propan-1-ol Tyrosyl-Glutamate N[C@@H](CC1=CC=C(C=C1)O)C(=O)N[C@@H](CCC(=O)O)C(=O)O.C(CC)O